(2S)-2-methyl-1,4-diazacycloheptane-1,4-dicarboxylic acid 1-benzyl ester 4-tert-butyl ester C(C)(C)(C)OC(=O)N1C[C@@H](N(CCC1)C(=O)OCC1=CC=CC=C1)C